9-(Methacryloyloxy)-4,7-dioxanonanoic acid, t-butyl ester C(C(=C)C)(=O)OCCOCCOCCC(=O)OC(C)(C)C